1-(8-Fluoroisochinolin-4-yl)-5-(trifluoromethyl)-N-(2-(trifluoromethyl)pyridin-4-yl)-1H-pyrazol-4-carboxamid FC=1C=CC=C2C(=CN=CC12)N1N=CC(=C1C(F)(F)F)C(=O)NC1=CC(=NC=C1)C(F)(F)F